Cl.NC[C@H]1C[C@H](NC1)CNC(=O)C=1NC2=CC(=CC=C2C1F)C1=CC=C(C=C1)F N-(((2S,4R)-4-(aminomethyl)pyrrolidin-2-yl)methyl)-3-fluoro-6-(4-fluorophenyl)-1H-indole-2-carboxamide hydrogen chloride salt